Lithium (S-fluoro-N-((trifluoromethyl)sulfonyl)sulfonimidoyl)((trifluoromethyl)sulfonyl)amide FS(=O)(=NS(=O)(=O)C(F)(F)F)[N-]S(=O)(=O)C(F)(F)F.[Li+]